tert-butyl (1-acetylpiperidin-4-yl)((6-(2-chloro-3-(3-chloro-2-(4-(((3-fluoropropyl)amino)methyl)-3-methoxyphenyl)pyridin-4-yl)phenyl)-2-methoxypyridin-3-yl)methyl)carbamate C(C)(=O)N1CCC(CC1)N(C(OC(C)(C)C)=O)CC=1C(=NC(=CC1)C1=C(C(=CC=C1)C1=C(C(=NC=C1)C1=CC(=C(C=C1)CNCCCF)OC)Cl)Cl)OC